2-(4,4-difluoropiperidin-1-yl)-6-fluoro-N-(2-sulfamoylpyridin-4-yl)quinoline-3-carboxamide FC1(CCN(CC1)C1=NC2=CC=C(C=C2C=C1C(=O)NC1=CC(=NC=C1)S(N)(=O)=O)F)F